3-glycidoxypropyltriisopropenoxysilane C(C1CO1)OCCC[Si](OC(=C)C)(OC(=C)C)OC(=C)C